5-methyl-4-vinyl-1,3-dioxolan-2-one CC1C(OC(O1)=O)C=C